N-[(2R,3S)-4-[[tert-butyl-(dimethyl)silyl]oxymethyl]-2-(2,5-difluorophenyl)-5-hydroxy-tetrahydropyran-3-yl]carbamic acid tert-butyl ester C(C)(C)(C)OC(N[C@@H]1[C@H](OCC(C1CO[Si](C)(C)C(C)(C)C)O)C1=C(C=CC(=C1)F)F)=O